isopropyl (S)-2-((S)-3-(4-cyano-1H-indol-3-yl)-2-methoxypropanamido)-6-diazo-5-oxohexanoate C(#N)C1=C2C(=CNC2=CC=C1)C[C@@H](C(=O)N[C@H](C(=O)OC(C)C)CCC(C=[N+]=[N-])=O)OC